N1(CCCCC1)CCCCCCOC1=CC=C(C=O)C=C1 4-((6-(piperidin-1-yl)hexyl)oxy)benzaldehyde